FC1=C(C=C(C=C1)C=1C(=NC(=NC1)N)N)[N+](=O)[O-] (4-fluoro-3-nitrophenyl)pyrimidine-2,4-diamine